(R)-N-acetyl-4-trifluoromethyl-phenylalanine C(C)(=O)N[C@H](CC1=CC=C(C=C1)C(F)(F)F)C(=O)O